6-(3-azabicyclo[3.1.0]hexan-1-yl)-N-(3,4-dichloro-2-fluoro-phenyl)quinazolin-4-amine C12(CNCC2C1)C=1C=C2C(=NC=NC2=CC1)NC1=C(C(=C(C=C1)Cl)Cl)F